C(C)(=O)NC1=CC=C(C=C1)C1=CNC2N1N=C(C=C2)C(=O)N(C)C2=CC=C(C=C2)Cl 3-(4-acetamidophenyl)-N-(4-chlorophenyl)-N-methyl-1,8a-dihydroimidazo[1,2-b]pyridazine-6-carboxamide